2-((R)-2-(((1S,2S)-2-((S)-4-(4-Chlorophenyl)-3-(methylamino)butanamido)cyclohexyl)(methyl)carbamoyl)-4-methoxy-4-oxobutyl)pyridine 1-oxide ClC1=CC=C(C=C1)C[C@@H](CC(=O)N[C@@H]1[C@H](CCCC1)N(C(=O)[C@H](CC1=[N+](C=CC=C1)[O-])CC(=O)OC)C)NC